N1(N=CN=C1)C=1C(=C(C=O)C=CC1)C 1H-1,2,4-triazol-1-yl(methyl)benzaldehyde